(2R)-2-[6-(5-chloro-2-{[(1S,3S)-3-hydroxycyclopentyl]amino}pyrimidin-4-yl)-1-oxo-2,3-dihydro-1H-isoindol-2-yl]-N-[(1S)-1-(3-fluoro-5-methoxyphenyl)-2-hydroxyethyl]propionamide ClC=1C(=NC(=NC1)N[C@@H]1C[C@H](CC1)O)C1=CC=C2CN(C(C2=C1)=O)[C@@H](C(=O)N[C@H](CO)C1=CC(=CC(=C1)OC)F)C